N-((1,2,3,5,6,7-Hexahydro-s-indacen-4-yl)carbamoyl)-2-methyl-1-((tetrahydrofuran-2-yl)methyl)-1H-imidazole-4-sulfonamide, potassium salt [K].C1CCC2=C(C=3CCCC3C=C12)NC(=O)NS(=O)(=O)C=1N=C(N(C1)CC1OCCC1)C